C(=O)(OC(C)(C)C)N[C@H]1C[C@@H](N(C1)C(=O)OCC1C2=CC=CC=C2C2=CC=CC=C12)C(=O)O (4S)-4-(Boc-amino)-1-Fmoc-D-proline